Tetraphenyl-phosphonium tetra-p-tolyl-borate C1(=CC=C(C=C1)[B-](C1=CC=C(C=C1)C)(C1=CC=C(C=C1)C)C1=CC=C(C=C1)C)C.C1(=CC=CC=C1)[P+](C1=CC=CC=C1)(C1=CC=CC=C1)C1=CC=CC=C1